BrC=1C=C2C3(CN(C2=CC1)C(=O)C=1C=CC(=C(C1)S(=O)(=O)NC(C)(C)C)F)CCC1(CC3)CC1 5-(5''-bromodispiro[cyclopropane-1,1'-cyclohexane-4',3''-indoline]-1''-carbonyl)-N-(tert-butyl)-2-fluorobenzenesulfonamide